Methyl 3-amino-6-bromo-5-methyl-pyrazine-2-carboxylate NC=1C(=NC(=C(N1)C)Br)C(=O)OC